N-(2,2-difluoropropyl)-5-(3-(2-methoxyethyl)-2-methyl-3H-imidazo[4,5-b]pyridin-5-yl)pyrrolo[2,1-f][1,2,4]triazin-2-amine FC(CNC1=NN2C(C=N1)=C(C=C2)C2=CC=C1C(=N2)N(C(=N1)C)CCOC)(C)F